O[C@@]1(CC[C@@H]2[C@H]3CC[C@]4([C@H]([C@@H]3CC[C@@H]2C1)C[C@H]4C(C)=O)C)C 1-((1R,2aS,2bR,4aR,6R,8aS,8bR,10aS)-6-hydroxy-6,10a-dimethylhexadecahydrocyclobuta[a]phenanthren-1-yl)ethan-1-one